Cl.N[C@@H](C)C(=O)O L-alanine HCl